ClC=1SC(=C(N1)C)C(C)=O 1-(2-chloro-4-methylthiazol-5-yl)ethan-1-one